N1(C=NC=C1)C1=CC=C2C(NN=C(C2=C1)CN1C(C2=CC=CC=C2C1=O)=O)=O 2-[(7-imidazol-1-yl-4-oxo-3H-phthalazin-1-yl)methyl]isoindoline-1,3-dione